(Z)-2-cyano-N-(5-(N,N-dimethylsulfamoyl)pyrimidin-2-yl)-3-hydroxy-3-(5-methylisoxazol-4-yl)acrylamide C(#N)/C(/C(=O)NC1=NC=C(C=N1)S(N(C)C)(=O)=O)=C(\C=1C=NOC1C)/O